C(C=C)(=O)N1[C@H](CN(CC1)C1=NC(=NC=2C[C@H](CCC12)N1CCCC2=CC=CC=C12)OCCN(C)C)CC#N 2-((S)-1-Acryloyl-4-((S)-7-(3,4-dihydroquinolin-1(2H)-yl)-2-(2-(dimethylamino)ethoxy)-5,6,7,8-tetrahydroquinazolin-4-yl)piperazin-2-yl)acetonitrile